2-bromo-6-methoxy-5-methylbenzo[d]thiazole-4-carboxylic acid methyl ester COC(=O)C=1C(=C(C=C2C1N=C(S2)Br)OC)C